P(=O)(OC[C@]1(O[C@H]([C@@H]([C@@H]1O)O)C1=CC=C2C(=NC=NN21)N)C#N)(OC[C@@H](COCCCCCCCCCCCCCCCCCC)OCC2=CC=CC=C2)O ((2R,3S,4R,5S)-5-(4-aminopyrrolo[2,1-f][1,2,4]triazin-7-yl)-2-cyano-3,4-dihydroxytetrahydrofuran-2-yl)methyl ((R)-2-(benzyloxy)-3-(octadecyloxy)propyl) hydrogen phosphate